C(F)(F)(F)F.[Mo] molybdenum carbon fluoride